(R)-2-fluoro-4-(1-(2-fluoro-4-(piperidin-1-yl)phenyl)-3-(3-(methylamino)piperidine-1-carbonyl)-1H-pyrazol-5-yl)benzonitrile FC1=C(C#N)C=CC(=C1)C1=CC(=NN1C1=C(C=C(C=C1)N1CCCCC1)F)C(=O)N1C[C@@H](CCC1)NC